cyclohexyl-N-((5-fluoro-2-(1H-pyrrolo[2,3-b]pyridin-3-yl)pyrimidin-4-yl)amino)glycine C1(CCCCC1)N(CC(=O)O)NC1=NC(=NC=C1F)C1=CNC2=NC=CC=C21